C(C(CBr)(CBr)CBr)O Tribromoneopentyl alcohol